hafnium ytterbium europium [Eu].[Yb].[Hf]